(cis)-tert-butyl 3-(4-benzylhexahydro-2H-pyrido[4,3-b][1,4]oxazin-6(7H)-yl)-2,2-dimethylpropionate C(C1=CC=CC=C1)N1[C@H]2[C@@H](OCC1)CCN(C2)CC(C(=O)OC(C)(C)C)(C)C